3-Fluoro-5-(1-(thiazol-4-yl)-1H-pyrazol-4-yl)benzyl-carbamic acid tert-butyl ester C(C)(C)(C)OC(NCC1=CC(=CC(=C1)C=1C=NN(C1)C=1N=CSC1)F)=O